(5R,7R)-2-cyclopropylsulfonyl-5-(2,3-difluorophenyl)-7-fluoro-6,7-dihydro-5H-pyrrolo[1,2-b][1,2,4]triazole C1(CC1)S(=O)(=O)C=1N=C2N(N1)[C@H](C[C@H]2F)C2=C(C(=CC=C2)F)F